1-oleoyl-2-linoleoyl-3-butyrylglycerol C(CCCCCCC\C=C/CCCCCCCC)(=O)OCC(OC(CCCCCCC\C=C/C\C=C/CCCCC)=O)COC(CCC)=O